CC=1N=C2C(=NC1)N=C(S2)NC(OC(C)(C)C)=O tert-butyl (6-methylthiazolo[4,5-b]pyrazin-2-yl)carbamate